OCCOCCNC(=O)C=1C=C2C(=NC1)N(C(=N2)NC=2SC1=C(N2)C=CC(=C1)OC(F)(F)F)C 3-Methyl-2-(6-trifluoromethoxy-benzothiazol-2-ylamino)-3H-imidazo[4,5-b]pyridine-6-carboxylic acid [2-(2-hydroxy-ethoxy)-ethyl]-amide